(2-(((1R,3s,5S)-9-(ethylsulfonyl)-9-azabicyclo[3.3.1]nonan-3-yl)(methyl)amino)-5-fluoro-6-((5-methyl-1H-pyrazol-3-yl)amino)pyrimidin-4-yl)methyl butyrate C(CCC)(=O)OCC1=NC(=NC(=C1F)NC1=NNC(=C1)C)N(C)C1C[C@H]2CCC[C@@H](C1)N2S(=O)(=O)CC